ClC1=C(C=CC=C1)[C@@H](C(=O)OC)N1CC([C@H](CC1)N=O)=CC(=O)O ((S)-1-((S)-1-(2-chlorophenyl)-2-methoxy-2-oxoethyl)-4-(nitroso)piperidin-3-ylidene)acetic acid